C1(CC1)C=1N=CC=2C3=C(C=C(C2C1)S(=O)(=O)NCC(C)C)C(CC3)NS(=O)(=O)C 3-cyclopropyl-7-(methylsulfonylamino)-N-(2-methylpropyl)-8,9-dihydro-7H-cyclopenta[H]isoquinoline-5-sulfonamide